IC1=C(C=CC=C1)N(C(OC(C)(C)C)=O)C1=CC=C(C=C1)I Tert-butyl (2-iodophenyl)(4-iodophenyl)carbamate